(R)-4-((3-Methylpyridin-4-yl)((4-oxochroman-7-yl)oxy)methyl)benzamide CC=1C=NC=CC1[C@@H](C1=CC=C(C(=O)N)C=C1)OC1=CC=C2C(CCOC2=C1)=O